tert-butyl 3-(2,2-difluorocyclopropyl)-5-(2-(1-(3,5-difluorophenyl)-1H-pyrazol-4-yl) propanamido)-1H-pyrazole-1-carboxylate FC1(C(C1)C1=NN(C(=C1)NC(C(C)C=1C=NN(C1)C1=CC(=CC(=C1)F)F)=O)C(=O)OC(C)(C)C)F